1-(6-(2,6-dimethylmorpholino)-2-methylpyridin-3-yl)cyclohexane-1,4-diamine CC1OC(CN(C1)C1=CC=C(C(=N1)C)C1(CCC(CC1)N)N)C